N-(5-((3-oxabicyclo(3.1.0)hexan-1-yl)methoxy)-1,3,4-thiadiazol-2-yl)-2'-chloro-5'-methoxy-6-methyl-(4,4'-bipyridine)-3-carboxamide C12(COCC2C1)COC1=NN=C(S1)NC(=O)C=1C=NC(=CC1C1=CC(=NC=C1OC)Cl)C